C1(=CC=CC=C1)[C@H]1[C@@H](CNC1)C(=O)NC1=CC(=CC=C1)OC1=CC(=CC=C1)C |r| (±)-trans-4-phenyl-N-[3-(3-methylphenoxy)phenyl]pyrrolidine-3-carboxamide